C(CCCCCCCCCCCCCCCCC)OC([C@@H](NC(CCCCCCCCCCC)=O)C)=O N-lauroyl-alanine stearyl ester